N1CCC(CCC1)SCC1=NC2=C(C=CC=C2C(N1)=O)C 2-((azepan-4-ylsulfanyl)methyl)-8-methylquinazolin-4(3H)-one